5,8-diethyldodecane-6,7-dione C(C)C(CCCC)C(C(C(CCCC)CC)=O)=O